ClC1=NC=C2C=C(N=C(C2=C1)NCCC1=CC=CC=C1)C1=C(C(=CC(=C1Cl)OC)OC)Cl 7-chloro-3-(2,6-dichloro-3,5-dimethoxyphenyl)-N-phenethyl-2,6-naphthyridine-1-amine